C(CC)OC(CC(=O)C(OOC(C(CC(=O)[O-])=O)CC)CC)=O propyldioxy-bis(ethyl acetoacetate)